FC=1C=C(C(=NC1)COC=1C=CC=2N(C1C)N=C(N2)C(=O)NC2(CCS(CC2)(=O)=O)C)OCC(F)(F)F 6-((5-Fluoro-3-(2,2,2-trifluoroethoxy)pyridin-2-yl)methoxy)-5-methyl-N-(4-methyl-1,1-dioxidotetrahydro-2H-thiopyran-4-yl)-[1,2,4]triazolo[1,5-a]pyridine-2-carboxamide